O(P(O)(=O)OP(=O)(O)OP(=O)(O)O)C methyl tetrahydrogen triphosphate